4-(4-(4-chloro-2-(1-(6,7-dihydro-5H-pyrrolo[1,2-c]imidazol-1-yl)-2-ethoxy-2-oxoethyl)-2H-indazol-6-yl)phenyl)piperazine-1-carboxylic acid tert-butyl ester C(C)(C)(C)OC(=O)N1CCN(CC1)C1=CC=C(C=C1)C=1C=C(C2=CN(N=C2C1)C(C(=O)OCC)C1=C2N(C=N1)CCC2)Cl